NC([C@H](C[C@H]1C(NCC1)=O)NC(=O)[C@H]1C[Si](CN1C(=O)OC(C)(C)C)(C)C)=O tert-Butyl (S)-5-(((S)-1-amino-1-oxo-3-((S)-2-oxopyrrolidin-3-yl)propan-2-yl)carbamoyl)-3,3-dimethyl-1,3-azasilolidine-1-carboxylate